4-(5-([1,2,4]triazolo[1,5-a]pyridin-7-yl)-2-methoxyphenyl)-7-methoxyquinazoline N=1C=NN2C1C=C(C=C2)C=2C=CC(=C(C2)C2=NC=NC1=CC(=CC=C21)OC)OC